5-(3-(3-cyclopropyl-4-hydroxyphenyl)-4,4-dimethyl-5-oxo-2-thioxoimidazolidin-1-yl)-3-(trifluoromethyl)pyridinecarbonitrile C1(CC1)C=1C=C(C=CC1O)N1C(N(C(C1(C)C)=O)C=1C=C(C(=NC1)C#N)C(F)(F)F)=S